4-(3-bromophenyl)-1-methyl-1H-imidazole BrC=1C=C(C=CC1)C=1N=CN(C1)C